N1(CCC1)CCN1CCN(CC1)C1=NC=CC=C1C1C=2N(C3=CC=CC=C3N1)C=CC2 4-(2-(4-(2-(Azetidin-1-yl)ethyl)piperazin-1-yl)pyridin-3-yl)-4,5-dihydropyrrolo[1,2-a]quinoxaline